1-(3-Amino-4-isopropoxyphenyl)-2-(4-phenylpiperazin-1-yl)ethan-1-one NC=1C=C(C=CC1OC(C)C)C(CN1CCN(CC1)C1=CC=CC=C1)=O